(R)-2-(2-(diphenylphosphino)phenyl)-4-isopropyl-4,5-dihydro-oxazole C1(=CC=CC=C1)P(C1=C(C=CC=C1)C=1OC[C@H](N1)C(C)C)C1=CC=CC=C1